C1(=CC=CC=C1)NC(C1=CC=C(C=C1)C1=NOC(=N1)C(F)(F)F)=O N-phenyl-4-(5-(trifluoromethyl)-1,2,4-oxadiazol-3-yl)benzamide